[1,3]thiazol-2-ylcarbamic acid tert-butyl ester C(C)(C)(C)OC(NC=1SC=CN1)=O